COC1=C(C(=O)O)C=CC(=C1)C#CC1=C(C=CC=C1)NS(=O)(=O)C=1C=CC(=C2C=CC=NC12)OC 2-methoxy-4-{2-[2-(5-methoxyquinoline-8-sulfonamido)phenyl]ethynyl}benzoic acid